[Li+].[Li+].OC(CC(=O)[O-])CCC(=O)[O-] 3-hydroxyadipic acid dilithium salt